(±)-4-[4-[4-(2-Amino-6-methyl-pyrimidin-4-yl)-1,4-oxazepan-3-yl]-3-chloro-phenoxy]-2-methyl-butan-2-ol NC1=NC(=CC(=N1)N1[C@@H](COCCC1)C1=C(C=C(OCCC(C)(O)C)C=C1)Cl)C |r|